Benzyl (S)-4-(6-(2-(3-methoxypropoxy)-2-oxoethyl)-2,3,9-trimethyl-6H-thieno[3,2-f][1,2,4]triazolo[4,3-a][1,4]diazepinyl)benzoate COCCCOC(C[C@H]1C=2N(C3=C(C(=N1)C1=CC=C(C(=O)OCC4=CC=CC=C4)C=C1)C(=C(S3)C)C)C(=NN2)C)=O